S1C=NC2=C1C=CC(=C2)C=2NC(COC2)C 5-(Benzo[d]thiazol-5-yl)-3-methyl-3,4-dihydro-2H-1,4-oxazine